C(C)(C)(C)OC(=O)N(C=1C=CC=C2C=CC(=CC12)OS(=O)(=O)C(F)(F)F)CC(=C)C#N [8-[tert-butoxycarbonyl(2-cyanoallyl)amino]-2-naphthyl]trifluoromethane-sulfonate